fluoro-2,3-dihydrobenzofuran FC1OC2=C(C1)C=CC=C2